methyl 2-[6-bromo-1-oxo-4-(trifluoromethyl)-3,4-dihydroisoquinolin-2-yl]acetate BrC=1C=C2C(CN(C(C2=CC1)=O)CC(=O)OC)C(F)(F)F